CN1CCC2(CCCN2)CC1 8-methyl-1,8-diazaspiro[4.5]decane